CC1=C(C(CCC1)(C)C)C1C(C1)C 1,3,3-trimethyl-2-(2-methylcyclopropyl)-cyclohexene